O(C=1C=C2C(C(=O)NC2=O)=CC1)C=1C=C2C(C(=O)NC2=O)=CC1 4,4'-oxydiphthalimide